The molecule is an amino cyclitol glycoside that is (1R,2S,3S,4S,5S,6R)-2-amino-1,3,4,6-tetrahydroxy-5-(methylamino)cyclohexane in which the hydroxy group at position 1 is glycosylated by a heptapyranosyl residue. It has a role as a bacterial metabolite. It is an amino cyclitol glycoside, an aminoglycoside antibiotic and an aldoheptose derivative. C[C@@H]([C@@H]1[C@H]([C@@H]([C@H]([C@H](O1)O[C@@H]2[C@H]([C@@H]([C@H]([C@@H]([C@H]2O)NC)O)O)N)N)O)O)N